ClC1=CC=C(C=C1)C=1C=CC=C2C=3C=CC=CC3C3(C4=CC=CC=C4C=4C=CC=CC34)C12 8'-(4-chlorophenyl)-9,9'-spirobifluoren